NC=1C=C(C(=O)O)C=C(C1F)C(F)(F)F 3-amino-4-fluoro-5-(trifluoromethyl)benzoic acid